CN1CC=2N(N=CC2C1)C1=CC=C(N)C=C1 4-(5-methyl-5,6-dihydropyrrolo[3,4-c]pyrazol-1(4H)-yl)aniline